1-(4-(2-morpholinopropan-2-yl)phenyl)ethan-1-ol O1CCN(CC1)C(C)(C)C1=CC=C(C=C1)C(C)O